5-(bromomethyl)-2,3-dimethoxypyridine BrCC=1C=C(C(=NC1)OC)OC